CC=1C=2N(C=C(N1)C)N=C(C2)C(=O)OCC ethyl 4,6-dimethylpyrazolo[1,5-a]pyrazine-2-carboxylate